(1,1-dioxido-2,3-dihydrothiophen-3-yl)naphthalene-2-sulfonamide O=S1(CC(C=C1)C1=C(C=CC2=CC=CC=C12)S(=O)(=O)N)=O